2-(phenyl)-N,N-diisopropylacetamidine C1(=CC=CC=C1)CC(=N)N(C(C)C)C(C)C